The molecule is a lathyrane diterpenoid isolated from the roots of Euphorbia micractina. It has a role as a vasodilator agent. It is a benzoate ester, an epoxide, a lathyrane diterpenoid and an acetate ester. C[C@H]1C[C@]2([C@H]([C@H]1OC(=O)C)[C@@H]3[C@](O3)(CC[C@H]4[C@H](C4(C)C)/C=C(/C2=O)\\C)C)OC(=O)C5=CC=CC=C5